BrC1=CC(=C2C(N(CC2=C1)[C@@H](C)C1CC1)=O)NS(=O)(=O)C1CC1 (S)-N-(6-bromo-2-(1-cyclopropylethyl)-3-oxoisoindol-4-yl)cyclopropanesulfonamide